F[C@H]1[C@@H]2CCC[C@H](C[C@H]1OC1=CC=C(N=N1)C1=C(C=C(C=C1)C=1N=NC(=CC1)C)O)N2 2-(6-(((1s,2s,3r,5r)-2-fluoro-9-azabicyclo[3.3.1]non-3-yl)oxy)pyridazin-3-yl)-5-(6-methylpyridazin-3-yl)phenol